[Br-].[Br-].[Zr+2].CC1=C(C(=C(C1(C1=C(C(=N[Si](C)(C)C)N[Si](C)(C)C)C=CC=C1)C)C)C)C pentamethylcyclopentadienyl-[N,N'-bis(trimethylsilyl)benzamidine] zirconium dibromide